3-chloro-N-[(2,4-dimethoxyphenyl)methyl]-2,6-difluoro-N-(6-fluoro-2-pyridyl)-4-[3-(hydroxymethyl)-3-methoxy-pyrrolidin-1-yl]benzenesulfonamide ClC=1C(=C(C(=CC1N1CC(CC1)(OC)CO)F)S(=O)(=O)N(C1=NC(=CC=C1)F)CC1=C(C=C(C=C1)OC)OC)F